C(C)(C)(C)OC(=O)N1C=C(\C(\C2=CC=CC=C12)=N/CC=1C(=NC(=NC1)SC)NC)F (4Z)-3-fluoro-4-[[4-(methylamino)-2-methylsulfanyl-pyrimidin-5-yl]methylimino]quinoline-1-carboxylic acid tert-butyl ester